4-(3-(3-Amino-8-azabicyclo[3.2.1]octan-8-carbonyl)-1-(2-fluoro-4-isopropylphenyl)-1H-pyrazol-5-yl)-2-fluorobenzonitril NC1CC2CCC(C1)N2C(=O)C2=NN(C(=C2)C2=CC(=C(C#N)C=C2)F)C2=C(C=C(C=C2)C(C)C)F